3-Amino-4-(3-hydroxy-2-methylphenyl)-6-methylquinoline-2-carboxamide NC=1C(=NC2=CC=C(C=C2C1C1=C(C(=CC=C1)O)C)C)C(=O)N